2-chloro-4-(8-(4-(4-((1-(2-(2,6-dioxopiperidin-3-yl)-1,3-dioxoisoindolin-5-yl)-1-azaspiro[3.3]heptan-6-yl)methyl)piperazin-1-yl)benzoyl)-2,8-diazaspiro[4.5]decan-2-yl)benzonitrile ClC1=C(C#N)C=CC(=C1)N1CC2(CC1)CCN(CC2)C(C2=CC=C(C=C2)N2CCN(CC2)CC2CC1(CCN1C=1C=C3C(N(C(C3=CC1)=O)C1C(NC(CC1)=O)=O)=O)C2)=O